CN1C2=C(OC[C@@H](C1=O)NC(C(=O)NCCC1=CC=CC=C1)=O)C=CC(=C2)OCC#C (S)-N1-(5-methyl-4-oxo-7-(prop-2-yn-1-oxy)-2,3,4,5-tetrahydrobenzo[b][1,4]oxazepin-3-yl)-N2-phenethyloxalamide